C(#N)C=1C=C(SC1)[C@@H](N[S@@](=O)C(C)(C)C)C1CCCC1 (S)-N-((S)-(4-cyanothiophen-2-yl)(cyclopentyl)methyl)-2-methylpropane-2-sulfinamide